ClCCCC1=CC(=C(CCOCCN)C=C1)OC 2-(4-(3-chloropropyl)-2-methoxyphenethoxy)ethan-1-amine